5-ethylthiotetrazolium C(C)SC=1N=NN[NH+]1